(3-((4-((3-ethynylphenyl)amino)-7-methoxyquinazolin-6-yl)oxy)propyl)-5-(2-oxohexahydro-1H-thieno[3,4-d]imidazol-4-yl)pentanamide C(#C)C=1C=C(C=CC1)NC1=NC=NC2=CC(=C(C=C12)OCCCC(C(=O)N)CCCC1SCC2NC(NC21)=O)OC